(R)-2-cyclopropyl-4-[4-(2-methoxy-phenyl)-piperidin-1-yl]-6-(3-methoxy-pyrrolidin-1-yl)-quinazoline C1(CC1)C1=NC2=CC=C(C=C2C(=N1)N1CCC(CC1)C1=C(C=CC=C1)OC)N1C[C@@H](CC1)OC